C1N(CC2=CC=CC=C12)C=1C(=NN2C1N=CC=C2C=2C(=NN(C2C)C)C)C(=O)NC2=CC(=CC=C2)OC (isoindolin-2-yl)-N-(3-methoxyphenyl)-7-(1,3,5-trimethyl-1H-pyrazol-4-yl)pyrazolo[1,5-a]pyrimidine-2-carboxamide